CC=1C(=CC=2NC3=CC(=CC=C3C2C1C)C(=O)OCC)C1=C(C=C(C=C1)C(=O)OCC)N 3,4-dimethyl-7-ethoxycarbonyl-2-(2'-amino-4'-ethoxycarbonylphenyl)-9H-carbazole